CS(=O)(=O)CC1CN(C1)C=1C=CC(=C2C=CN=CC12)C(C)C 8-[3-(methanesulfonyl-methyl)azetidin-1-yl]-5-(propan-2-yl)isoquinolin